butyl (2R,4r,6S)-4-(2-((trans-4-(3-(4-cyano-3-(trifluoromethyl)phenyl)-5,5-dimethyl-4-oxo-2-thioxoimidazolidin-1-yl)cyclohexyl)oxy)ethyl)-2,6-dimethylpiperidine-1-carboxylate C(#N)C1=C(C=C(C=C1)N1C(N(C(C1=O)(C)C)[C@@H]1CC[C@H](CC1)OCCC1C[C@H](N([C@H](C1)C)C(=O)OCCCC)C)=S)C(F)(F)F